C1(CC1)CCN(C1=C2CN(C(C2=CC=C1)=O)C1C(NC(CC1)=O)=O)C1CCC(CC1)NCC1(COC1)F 3-{4-[(2-cyclopropylethyl)[(1s,4s)-4-{[(3-fluorooxetan-3-yl)methyl]amino}cyclohexyl]amino]-1-oxo-3H-isoindol-2-yl}piperidine-2,6-dione